4,8-bis(2-ethyl-2'-fluoro-4'-(4-pentylcyclohexyl)-(1,1'-biphenyl)-4-yl)-6-methyl-5H-imidazo[5,4-f]-2,1,3-benzothiadiazole C(C)C1=C(C=CC(=C1)C1=C2C(=C(C3=NSN=C31)C3=CC(=C(C=C3)C3=C(C=C(C=C3)C3CCC(CC3)CCCCC)F)CC)N=C(N2)C)C2=C(C=C(C=C2)C2CCC(CC2)CCCCC)F